1-((2R,4aS,4bR,6aS,7S,7aS,8aR,8bR,8cR,10aR)-2-hydroxy-2,6a-dimethyloctadecahydrocyclopenta[4,5]cyclopenta[1,2-a]phenanthren-7-yl)-2-(4-(trifluoromethyl)-1H-pyrazol-1-yl)ethan-1-one O[C@@]1(CC[C@@H]2[C@H]3CC[C@]4(C(C3CCC2C1)[C@H]1[C@@H]([C@@H]4C(CN4N=CC(=C4)C(F)(F)F)=O)CCC1)C)C